[Fe].[B].[Fe].[Nd] Neodymium iron boron iron